(E)-4-chloro-2-(2-nitro-3-(4-nitrophenyl)prop-1-en-1-yl)phenol ClC1=CC(=C(C=C1)O)\C=C(/CC1=CC=C(C=C1)[N+](=O)[O-])\[N+](=O)[O-]